F[C@@]1([C@@H]([C@@H](N(C1)C(C(C)(C)O)=O)CC=1C(=C(C=CC1)C1=CC(=CC(=C1)F)F)F)NS(=O)(=O)CC)C |r| rac-N-{(2S,3R,4S)-4-fluoro-1-(2-hydroxy-2-methylpropanoyl)-4-methyl-2-[(2,3',5'-trifluoro[1,1'-biphenyl]-3-yl)methyl]-pyrrolidin-3-yl}ethanesulfonamide